ClC1=C(C(=CC=C1)F)NC(C(C)C)=O N-(2-chloro-6-fluorophenyl)isobutyramide